N-(4-(4-amino-2-(ethoxymethyl)-1H-imidazo[4,5-c]Quinolin-1-yloxy)hexyl)methacrylamide triethyl-(R)-2-phenylpropane-1,1,1-tricarboxylate C(C)OC(=O)C([C@H](C)C1=CC=CC=C1)(C(=O)OCC)C(=O)OCC.NC1=NC=2C=CC=CC2C2=C1N=C(N2OC(CCCNC(C(=C)C)=O)CC)COCC